4-(1,4-diazacycloheptan-1-yl)-6,7-dimethoxyquinazoline N1(CCNCCC1)C1=NC=NC2=CC(=C(C=C12)OC)OC